(4S,5S)-5-((S)-5H-imidazo[5,1-a]isoindol-5-yl)-4,5,6,7-tetrahydro-[1,2,3]triazolo[1,5-a]pyridin-4-ol C=1N=CN2C1C1=CC=CC=C1[C@@H]2[C@H]2[C@@H](C=1N(CC2)N=NC1)O